ClC1=CC=C(C=C1)C1=N[C@H](C=2N(C3=C1C(=C(S3)C)C)C(=NN2)C)CC(=O)O[C@H](C)C2=CC=C(C=C2)C(NC2=C(C=CC=C2)NC(=O)OC(C)(C)C)=O (R)-1-(4-((2-((tert-butoxycarbonyl)amino)phenyl)carbamoyl)phenyl)ethyl 2-((S)-4-(4-chlorophenyl)-2,3,9-trimethyl-6H-thieno[3,2-f][1,2,4]triazolo[4,3-a][1,4]diazepin-6-yl)acetate